FC=1C(=C(C=CC1F)[C@@H]1[C@H](O[C@@]([C@H]1C)(C(F)(F)F)C)C(=O)NC1=CC(=NC=C1)C(=O)N)OC(C)C (2S,3R,4S,5S)-4-[[3-(3,4-difluoro-2-isopropoxy-phenyl)-4,5-dimethyl-5-(trifluoromethyl)tetrahydrofuran-2-carbonyl]amino]pyridine-2-carboxamide